2-methyl-4-[4-(trifluoromethyl)phenyl]-2H,4H-pyrazolo[4,3-b]indole-7-sulfonamide CN1N=C2C(N(C=3C=CC(=CC23)S(=O)(=O)N)C2=CC=C(C=C2)C(F)(F)F)=C1